(1S,2S,5R)-1-hydroxy-N-(3-hydroxyphenethyl)-2-isopropyl-5-methylcyclohexane-1-carboxamide O[C@@]1([C@@H](CC[C@H](C1)C)C(C)C)C(=O)NCCC1=CC(=CC=C1)O